methyl 3-((2-((S)-amino((1r,4S)-4-methylcyclohexyl)methyl)imidazo[1,2-b]pyridazin-6-yl)methyl)-5,5-difluoro-2-oxopiperidine-3-carboxylate N[C@H](C=1N=C2N(N=C(C=C2)CC2(C(NCC(C2)(F)F)=O)C(=O)OC)C1)C1CCC(CC1)C